FC(C1=CC=CC=2N=COC21)(F)F 7-(trifluoromethyl)benzo[d]oxazol